2-chloro-7-cyclopropyl-9-(tetrahydro-2H-pyran-4-yl)-7H-purin-8(9H)-one ClC1=NC=C2N(C(N(C2=N1)C1CCOCC1)=O)C1CC1